NC1(CCN(CC1)C1=NC(=C2C(=N1)NN=C2C2=C(C(=CC=C2)Cl)Cl)C(=O)N)C2=C(C=CC=C2)O 6-(4-Amino-4-(2-hydroxyphenyl)piperidin-1-yl)-3-(2,3-dichlorophenyl)-1H-pyrazolo[3,4-d]pyrimidine-4-carboxamide